1-(((R)-7-((R)-3-Cyclohexyl-2-methylpropanoyl)-10-hydroxy-7-azaspiro[4.5]decan-10-yl)methyl)-5-(4-methylpiperazin-1-carbonyl)-4-phenylpyridin-2(1H)-on C1(CCCCC1)C[C@H](C(=O)N1CC2(CCCC2)[C@@](CC1)(O)CN1C(C=C(C(=C1)C(=O)N1CCN(CC1)C)C1=CC=CC=C1)=O)C